6-(3,5-difluoroanilino)-N-(2,2-dimethylpropyl)-3-methoxy-pyrazine-2-carboxamide FC=1C=C(NC2=CN=C(C(=N2)C(=O)NCC(C)(C)C)OC)C=C(C1)F